N1(CCNCCCN(CCC1)CC1=C(C(=CC(=C1)C)CN)O)CC1=C(C(=CC(=C1)C)CN)O 2,2'-[1,4,8-triazacycloundecane-1,8-diylbis(methylene)]bis[6-(aminomethyl)-4-methylphenol]